C=1N=CN2C1C1=CC=CC=C1[C@@H]2[C@H](CC)O (S)-1-((R)-5H-imidazo[5,1-a]isoindol-5-yl)propan-1-ol